C12(C(CC(CC1)C2(C)C)O)C Borneole